Ammonium (2-(2-(5-((3,4-dichlorobenzyl)amino)-7-oxo-6,7-dihydro-1H-pyrazolo[4,3-d]pyrimidin-1-yl)ethoxy)ethoxy)methyl phosphate P(=O)(OCOCCOCCN1N=CC=2N=C(NC(C21)=O)NCC2=CC(=C(C=C2)Cl)Cl)([O-])[O-].[NH4+].[NH4+]